F[P-](F)(F)(F)(F)F.N1(N=NC2=C1C=CC=C2)O[P+](N2CCCC2)(N2CCCC2)N2CCCC2 benzotriazol-1-yloxyl-tris-(pyrrolidino)-phosphonium hexafluorophosphate